NC=1SC(=C(C1C(=O)OCC)C(=O)OCC)C diethyl 2-amino-5-methylthiophene-3,4-dicarboxylate